(S)-t-butyl (3-(2-amino-3-hydroxypropyl)phenyl)carbamate TFA salt OC(=O)C(F)(F)F.N[C@@H](CC=1C=C(C=CC1)NC(OC(C)(C)C)=O)CO